C(C)OC(CC1CN(CC(C1)C1=CC=C(C=C1)CO)C(=O)[O-])=O 3-(2-ethoxy-2-oxoethyl)-5-(4-(hydroxymethyl)phenyl)piperidine-1-carboxylate